N1(CCSCC1)C1=CC=C(C=O)C=C1 4-(thiomorpholin-4-yl)benzaldehyde